C(C)(C)(C)C1=CC=C(C=C1)C1=NC(=C(C(=N1)Cl)C(=O)OCC)Cl ethyl 2-(4-tert-butylphenyl)-4,6-dichloro-pyrimidine-5-carboxylate